C(C)(=O)N1CCC(CC1)C1=NC2=CC=C(C=C2C=C1)CN1C[C@H](CC1)OC=1C=C2CN(C(C2=CC1)=O)[C@@H]1C(NC(CC1)=O)=O (S)-3-(5-(((S)-1-((2-(1-acetylpiperidin-4-yl)quinolin-6-yl)methyl)pyrrolidin-3-yl)oxy)-1-oxoisoindolin-2-yl)piperidine-2,6-dione